O1C(=CC=C1)C1OC2=C(C(=CC(=C2C(C1)=O)OC)O)CC=C(C)C 2-(furan-2-yl)-7-hydroxy-5-methoxy-8-(3-methylbut-2-en-1-yl)chroman-4-one